ClC=1C=CC(=C(C1)C1=CC(=C(N=N1)SCC1=CC=CC(O1)=O)NC1=CC(=NC=N1)NC(=O)C1CC(C1)N1CCC(CC1)C(=O)OC(C)(C)C)F tert-butyl 1-((1s,3s)-3-((6-((6-(5-chloro-2-fluorophenyl)-3-(((2-oxo-2H-pyran-6-yl)methyl)thio)pyridazin-4-yl)amino)pyrimidin-4-yl)carbamoyl)cyclobutyl)piperidine-4-carboxylate